5-(1-(2,2-difluoroethyl)-2-methyl-1H-imidazo[4,5-b]pyridin-6-yl)-N-(cis-4-(difluoromethoxy)cyclohexyl)pyrrolo[2,1-f][1,2,4]triazin-2-amine FC(CN1C(=NC2=NC=C(C=C21)C=2C=CN1N=C(N=CC12)N[C@@H]1CC[C@@H](CC1)OC(F)F)C)F